OC1CC(NC1)C(=O)NCC1=C(C=C(C=C1)C1=C(N=CS1)C)OCCC1CCNCC1 4-hydroxy-N-(4-(4-methylthiazol-5-yl)-2-(2-(piperidin-4-yl)ethoxy)benzyl)pyrrolidine-2-carboxamide